C(C)OC(C1=CC=C(C=C1)C(C[N+](=O)[O-])CC(=O)OCC)=O 4-(4-ethoxy-1-nitro-4-oxobutan-2-yl)benzoic acid ethyl ester